ClC(=O)OCC(Cl)Cl dichloroethyl chloroformate